FC(C=1C(=C(C=CC1)[C@@H](C)NC1=CC(=NC2=CC=C(C=C12)[C@@]1(CN(CC1)C(=O)N(C)C)OC)[2H])F)F (S)-3-(4-(((R)-1-(3-(difluoromethyl)-2-fluorophenyl)ethyl)amino)quinolin-6-yl-2-d)-3-methoxy-N,N-dimethylpyrrolidine-1-carboxamide